C1(=CC=C(C=C1)C(=O)Cl)C(=O)Cl para-benzenedicarboxylic acid chloride